C(C)OC(C1=C(C=CC(=C1)N1[C@H](CC(CC1)CC)C)[N+](=O)[O-])=O (S)-5-(4-ethyl-2-methylpiperidin-1-yl)-2-nitrobenzoic acid ethyl ester